C12CC(CC2C1)N1CC2=C(CC1)N=C(N2)C2=C(C=CC=C2)F 5-(cis-bicyclo[3.1.0]hexan-3-yl)-2-(2-fluorophenyl)-4,5,6,7-tetrahydro-3H-imidazo[4,5-c]pyridine